bromoacetic acid-2-13C Br[13CH2]C(=O)O